2-(3-cyanophenyl)-3-(2,6-dimethyl-4-pyridyl)-N-[(3R,4S)-4-hydroxy-4-methyl-tetrahydrofuran-3-yl]pyrazolo[1,5-a]pyrimidine-5-carboxamide C(#N)C=1C=C(C=CC1)C1=NN2C(N=C(C=C2)C(=O)N[C@@H]2COC[C@@]2(C)O)=C1C1=CC(=NC(=C1)C)C